(3S,4R)-4-((4-(7-chloro-3-(2-hydroxypropan-2-yl)-4-isopropylquinolin-6-yl)-5-fluoropyrimidin-2-yl)amino)tetrahydro-2H-pyran-3-ol ClC1=C(C=C2C(=C(C=NC2=C1)C(C)(C)O)C(C)C)C1=NC(=NC=C1F)N[C@H]1[C@@H](COCC1)O